7,7-dimethyl-4-((3-(trifluoromethyl)piperidin-1-yl)methyl)-6,7-dihydro-5H-cyclopenta[b]pyridine-2-carboxamide CC1(CCC=2C1=NC(=CC2CN2CC(CCC2)C(F)(F)F)C(=O)N)C